ClS(=O)(=O)[N+]#[C-] Chlorosulfonyl isonitrile